N1(N=CN=C1)C[C@]1(C[C@]2(CNC3=NC=C(C(=C32)Cl)C=3C(=C(C(=O)N(C)C)C(=CC3)N)F)CC1)O 3-((1R,3S)-3-((1H-1,2,4-Triazol-1-yl)methyl)-4'-chloro-3-hydroxy-1',2'-dihydrospiro[cyclopentane-1,3'-pyrrolo[2,3-b]pyridin]-5'-yl)-6-amino-2-fluoro-N,N-dimethylbenzamide